sodium 2,2-dimethylolbutoxide C(O)C(C[O-])(CC)CO.[Na+]